4-[4-Amino-5-(5-chloro-2-isopropyl-4-methoxy-phenoxy)-pyrimidin-2-ylamino]-piperidine-1-carboxylic acid ethyl ester C(C)OC(=O)N1CCC(CC1)NC1=NC=C(C(=N1)N)OC1=C(C=C(C(=C1)Cl)OC)C(C)C